4-((2-(2,6-dioxopiperidin-3-yl)-1-oxoisoindolin-4-yl)thio)butyric acid O=C1NC(CCC1N1C(C2=CC=CC(=C2C1)SCCCC(=O)O)=O)=O